2,3,5,6-tetrafluorobenzyl (1R)-trans-3-(2,2-dichlorovinyl)-2,2-dimethylcyclopropanecarboxylate ClC(=C[C@H]1C([C@@H]1C(=O)OCC1=C(C(=CC(=C1F)F)F)F)(C)C)Cl